CN(C=1SC2=C(N1)OCC=1C=C(C=CC12)C=1C=NN(C1)C)C1CC(NC(C1)(C)C)(C)C N-methyl-7-(1-methyl-1H-pyrazol-4-yl)-N-(2,2,6,6-tetramethylpiperidin-4-yl)-5H-isochromeno[3,4-d]thiazol-2-amine